BrC=1C=C2C(=CC1)C(N(C[C@@]21[C@@H](C1)F)CC(=O)NC1=NC=C(C=N1)Cl)=O 2-[(2'R,4S)-6-bromo-2'-fluoro-1-oxospiro[3H-isoquinoline-4,1'-cyclopropane]-2-yl]-N-(5-chloropyrimidin-2-yl)acetamide